FC(C(=O)O)(F)F.FC(C(=O)O)(F)F.NC1=CC=C(C(=N1)C)CNC([C@H](C)NC(=O)[C@@H]1NC[C@H](C1)CC1=CC(=C(C=C1)OC(F)(F)F)Cl)=O (2R,4S)-N-((S)-1-(((6-Amino-2-methylpyridin-3-yl)methyl)amino)-1-oxopropan-2-yl)-4-(3-chloro-4-(trifluoromethoxy)benzyl)pyrrolidine-2-carboxamide di-trifluoroacetate salt